N-[2-(3-chloropyridin-2-yl)-5-(2-fluoro-4-methoxyphenyl)-1-methyl-3-oxo-2,3-dihydro-1H-pyrazol-4-yl]-4-(difluoromethoxy)benzamide ClC=1C(=NC=CC1)N1N(C(=C(C1=O)NC(C1=CC=C(C=C1)OC(F)F)=O)C1=C(C=C(C=C1)OC)F)C